6-(1-(2-methoxyethyl)-1H-pyrazol-4-yl)pyrimidin-4-amine COCCN1N=CC(=C1)C1=CC(=NC=N1)N